2-(2-iodophenylamino)cyclooct-1-ene-1-carboxylic acid methyl ester COC(=O)C1=C(CCCCCC1)NC1=C(C=CC=C1)I